8-bromo-7-[(3-methoxy-2,6-dimethylphenyl)amino]-5-methylimidazo[2,1-f]pyrimidine BrC1=C(N=C(N2C1=NC=C2)C)NC2=C(C(=CC=C2C)OC)C